i-propyl chlorocarbonate C(OC(C)C)(=O)Cl